CC1(C=CC=2C(=C(C=C3C4=CC=CC=C4NC23)C)O1)CCC=C(C)C (+)-3,11-dihydro-3,5-dimethyl-3-(4-methyl-3-penten-1-yl)pyrano(3,2-a)carbazole